Tert-butyl 8-((tert-butoxycarbonyl) (2-hydroxyethyl)amino)-2-chloro-7,8-dihydro-1,6-naphthyridine-6(5H)-carboxylate C(C)(C)(C)OC(=O)N(C1CN(CC=2C=CC(=NC12)Cl)C(=O)OC(C)(C)C)CCO